N,N-Diethylaminomethyl-triethoxysilan C(C)N(CC)C[Si](OCC)(OCC)OCC